C12CN(CC(CC1)O2)C2=CC(=C1N=CC=NC1=C2)NC2CCC(CC2)N N1-(7-(8-oxa-3-azabicyclo[3.2.1]octan-3-yl)quinoxalin-5-yl)cyclohexane-1,4-diamine